1-(2,7-dimethyl-3-phenylquinolin-5-yl)ethan-1-ol CC1=NC2=CC(=CC(=C2C=C1C1=CC=CC=C1)C(C)O)C